5-(((3-chloro-4-fluorophenyl)(5-methyl-4-(methylsulfonyl)-1H-imidazol-2-yl)methoxy)methyl)-4-methylthiazole ClC=1C=C(C=CC1F)C(OCC1=C(N=CS1)C)C=1NC(=C(N1)S(=O)(=O)C)C